FC1=CC=C(C=C1)C1=C(C=C2C(C(COC2=C1)(C)C)NC(O[C@@H]1CN2CCC1CC2)=O)OC (S)-quinuclidin-3-yl (7-(4-fluorophenyl)-6-methoxy-3,3-dimethylchroman-4-yl)carbamate